2-[(tert-butyldimethylsilyl)oxy]-N-{1'',2''-dihydrodispiro[cyclopropane-1,1'-cyclohexane-4',3''-indol]-5''-yl}ethane-1-sulfonamide [Si](C)(C)(C(C)(C)C)OCCS(=O)(=O)NC=1C=C2C3(CNC2=CC1)CCC1(CC3)CC1